1'-(5-(benzyloxy)-6-methylpyrimidine-4-carbonyl)-2-(5-methoxypyridin-2-yl)-8-oxo-5,8-dihydrospiro[cyclopenta[d][1,2,4]triazolo[1,5-a]pyrimidine-7,4'-piperidin] C(C1=CC=CC=C1)OC=1C(=NC=NC1C)C(=O)N1CCC2(CC1)CCC=1N=C3N(C(C12)=O)NC(=N3)C3=NC=C(C=C3)OC